4,6-bis(dibenzofuran-4-yl)-2-(4-pyridin-3-yl-phenyl)-benzoxazole C1=CC=C(C=2OC3=C(C21)C=CC=C3)C3=CC(=CC2=C3N=C(O2)C2=CC=C(C=C2)C=2C=NC=CC2)C2=CC=CC3=C2OC2=C3C=CC=C2